C(CCCC)N(C(=O)N)CCCCCCCCCCC N-pentyl-N-undecylurea